ClC1=CC2=C([C@]3(OCC2=O)C[C@@H](N(CC3)C(=O)OC(C)(C)C)C)S1 tert-butyl (2S,4R)-2'-chloro-2-methyl-4'-oxo-4',5'-dihydrospiro[piperidine-4,7'-thieno[2,3-c]pyran]-1-carboxylate